BrC1=CC(=CC=2N(C=NC21)CC2=CC=C(C=C2)OC)C2(CC(C2)C)C#N 1-(4-bromo-1-(4-methoxybenzyl)-1H-benzo[d]imidazol-6-yl)-3-methylcyclobutane-1-carbonitrile